5-(3,5-Dimethylpiperazin-1-yl)-2-(2,6-dioxopiperidin-3-yl)-4,7-difluoroisoindoline CC1CN(CC(N1)C)C=1C(=C2CN(CC2=C(C1)F)C1C(NC(CC1)=O)=O)F